4-t-Butyl-benzaldehyde C(C)(C)(C)C1=CC=C(C=O)C=C1